(S)-4-(3-((5-amino-2-((tert-butoxycarbonyl)amino)-5-oxopentyl)oxy)-2-chloro-5-methylPhenyl)butanoic acid NC(CC[C@@H](COC=1C(=C(C=C(C1)C)CCCC(=O)O)Cl)NC(=O)OC(C)(C)C)=O